(1R,3S,5R)-2-(2-(3-acetyl-7-methyl-5-(2-methylpyrimidin-5-yl)-1H-indazol-1-yl)acetyl)-5-methyl-N-(1-(pyridazin-3-yl)ethyl)-2-azabicyclo[3.1.0]hexane-3-carboxamide C(C)(=O)C1=NN(C2=C(C=C(C=C12)C=1C=NC(=NC1)C)C)CC(=O)N1[C@@H]2C[C@@]2(C[C@H]1C(=O)NC(C)C=1N=NC=CC1)C